C(C)(C)(C)OC(NCCN(C1CC1)CC1=C(C(=CC=C1)Cl)F)=O N-[2-[(3-chloro-2-fluoro-phenyl)methyl-cyclopropyl-amino]ethyl]carbamic acid tert-butyl ester